carbamic acid 1-(3-cyclopropylphenyl)-1,1-difluoro-3-methylbutan-2-yl ester C1(CC1)C=1C=C(C=CC1)C(C(C(C)C)OC(N)=O)(F)F